4-bromo-3-oxo-1,2-dihydropyrazolo[3,4-c]pyridine-5-carbonitrile BrC1=C2C(=CN=C1C#N)NNC2=O